C1(=NC=CC=C1)C(=O)N azabenzene-carboxamide